C(C)NC1(CC1)CCO 2-(1-(ethylamino)cyclopropyl)ethan-1-ol